COC(=O)C1(C(OC2=CC=CC=C2C1=O)C1=CC=CC=C1)CC=C=CC1=CC(=CC=C1)Br (-)-Methyl-3-(4-(3-bromophenyl)buta-2,3-dien-1-yl)-4-oxo-2-phenylchromane-3-carboxylate